C1(CC1)CN1CCC(CC1)N1C(C2=CC=CC=C2C1=O)C(=O)N 2-(1-cyclopropylmethyl-piperidin-4-yl)-3-oxo-2,3-dihydro-1H-isoindolecarboxylic acid amide